N1CNC=2C=NC=CC21 dihydro-imidazo[4,5-c]pyridin